(cis)-4-(((benzyloxy)carbonyl)amino)-3-fluoropiperidine-1-carboxylic acid tert-butyl ester C(C)(C)(C)OC(=O)N1C[C@H]([C@H](CC1)NC(=O)OCC1=CC=CC=C1)F